FC(C(=O)O)(F)F.FC(C(=O)O)(F)F.NCC(CC=1N(C(NN1)=O)C1=NC(=CC=C1)C1=CC=C(C=C1)N1CCNCC1)=C(F)F [2-(aminomethyl)-3,3-difluoro-allyl]-4-[6-(4-piperazin-1-ylphenyl)-2-pyridinyl]-1,2,4-triazol-3-one bistrifluoroacetate salt